C1NCC12CC(C2)CC=2C=C(C#N)C=C(C2)C(F)(F)F 3-(2-azaspiro[3.3]-heptan-6-ylmethyl)-5-(trifluoromethyl)-benzonitrile